ClC1=CC(=NC2=C(C=CC=C12)Cl)NC1=NC=CC(=C1)C(F)(F)F 4,8-dichloro-N-(4-(trifluoromethyl)pyridin-2-yl)quinolin-2-amine